ClC=1C=C(C=CC1F)NC(=O)N1CC=2C(=NN3C2C=2C(CCC3)=CNN2)CC1 N-(3-Chloro-4-fluorophenyl)-4,5,6,9,10,12-hexahydropyrazolo[3,4-c]pyrido-[4',3':3,4]pyrazolo[1,5-a]azepine-11(2H)-carboxamide